BrCC(CCC#N)(C#N)Br 1,2-dibromo-2,4-dicyanobutane